ethyl 6-methoxy-7-(1-methylpyrazol-3-yl)-1H-benzofuro[3,2-c]pyrazole-3-carboxylate COC1=CC2=C(C=C1C1=NN(C=C1)C)C=1NN=C(C1O2)C(=O)OCC